COC1=CC=2CC(C2C=C1OC)C(=O)OC methyl 3,4-dimethoxybicyclo[4.2.0]octa-1(6),2,4-triene-7-carboxylate